C(C)OC(=O)C1=NN(C(=C1)C(=O)OCC)CC(=O)C1=CC(=CC=C1)C#N 1-(2-(3-cyanophenyl)-2-oxoethyl)-1H-pyrazole-3,5-dicarboxylic acid diethyl ester